5-(2-((5,6-diethyl-2,3-dihydro-1H-inden-2-yl)amino)-1-hydroxyethyl)quinolin-2(1H)-one C(C)C=1C=C2CC(CC2=CC1CC)NCC(O)C1=C2C=CC(NC2=CC=C1)=O